(2S,4S)-1-((R)-2-(2-Naphthamido)-3-cyclohexylpropanoyl)-N-((R)-4-(2-amino-2-oxoacetyl)oxepan-4-yl)-4-(5-(2-hydroxypropan-2-yl)-1H-1,2,3-triazol-1-yl)pyrrolidin-2-carboxamid C1=C(C=CC2=CC=CC=C12)C(=O)N[C@@H](C(=O)N1[C@@H](C[C@@H](C1)N1N=NC=C1C(C)(C)O)C(=O)N[C@]1(CCOCCC1)C(C(=O)N)=O)CC1CCCCC1